BrCCCCCOC=1C(=CC2=C(NC[C@H]3N(C2=O)C=C(C3)C3=CC=C(C=C3)C3CCN(CC3)CC(F)(F)F)C1)OC (S)-8-((5-bromopentyl)oxy)-7-methoxy-2-(4-(1-(2,2,2-trifluoroethyl)piperidin-4-yl)phenyl)-1,10,11,11a-tetrahydro-5H-benzo[e]pyrrolo[1,2-a][1,4]diazepin-5-one